CC1(CC1)C=1C=CC=2N(C1)C(=CN2)C2=CC=CC(=N2)N[C@H]2CNC[C@@H]2C(F)(F)F 6-(6-(1-methylcyclopropyl)imidazo[1,2-a]pyridin-3-yl)-N-((3R,4S)-4-(trifluoro-methyl)pyrrolidin-3-yl)pyridin-2-amine